4-bromomethylcinnamate BrCC1=CC=C(C=CC(=O)[O-])C=C1